C(C)(C)C=1C=CC(=C(C1)C1=CC=C2CC3(C(NC2=C1)=O)CN(CC3)C#N)OC 7'-(5-isopropyl-2-methoxyphenyl)-2'-oxo-1',4'-dihydro-2'H-spiro[pyrrolidine-3,3'-quinoline]-1-carbonitrile